ClC=1C2=C(C3=C(CN(S(N3)(=O)=O)CC3=NC=CC=C3)C1)NC=C2Cl 6,7-dichloro-3-(2-pyridylmethyl)-4,9-dihydro-1H-pyrrolo[3,2-h][2,1,3]benzothiadiazine 2,2-dioxide